(R)-N-[(1R)-1-(3-ethoxyphenyl)ethyl]-2-methyl-propane-2-sulfinamide C(C)OC=1C=C(C=CC1)[C@@H](C)N[S@](=O)C(C)(C)C